C(C)C=1C(NC=2C=C(C=NC2C1)[C@H](C)N1CC(C1)OC=1C=CC(=NC1)C#N)=O (S)-5-((1-(1-(7-ethyl-6-oxo-5,6-dihydro-1,5-naphthyridin-3-yl)ethyl)azetidin-3-yl)oxy)picolinonitrile